2-methylpropan-2-yl 9-bromo-1,2,3,4-tetrahydrobenzo[4,5]imidazo[3,2-a]pyrazine-2-carboxylate BrC1=CC=CC2=C1N=C1N2CCN(C1)C(=O)OC(C)(C)C